4-chloro-2-methyl-6-(methylthio)pyrimidine ClC1=NC(=NC(=C1)SC)C